CC=1N=C(C2=C(N1)N=C(C(=C2)C=2OC=NN2)N2CCCC2)N[C@H](C)C2=CC(=CC(=C2)C(F)(F)F)[N+](=O)[O-] (R)-2-methyl-N-(1-(3-nitro-5-(trifluoromethyl)phenyl)ethyl)-6-(1,3,4-oxadiazol-2-yl)-7-(pyrrolidin-1-yl)pyrido[2,3-d]pyrimidin-4-amine